tris[4,4,4-trifluoro-1-(2-thienyl)-1,3-butanedione] europium (III) [Eu+3].FC(C(CC(=O)C=1SC=CC1)=O)(F)F.FC(C(CC(=O)C=1SC=CC1)=O)(F)F.FC(C(CC(=O)C=1SC=CC1)=O)(F)F